2-ethyl-hexyl acrylate C(C=C)(=O)OCC(CCCC)CC